[I-].CC(C)N1CCNCC1 1-methyl-ethyl-piperazine iodide